(R)-6-(1-(cyclopropylsulfonyl)piperidin-4-yl)-N-(1-(3-(difluoromethyl)-2-fluorophenyl)ethyl)-2-methylpyrido[2,3-d]pyrimidin-4-amine C1(CC1)S(=O)(=O)N1CCC(CC1)C1=CC2=C(N=C(N=C2N[C@H](C)C2=C(C(=CC=C2)C(F)F)F)C)N=C1